7-methoxy-4-((4-(3-(4-methoxyphenyl)ureido)naphthalen-1-yl)oxy)quinoline-6-carboxamide COC1=C(C=C2C(=CC=NC2=C1)OC1=CC=C(C2=CC=CC=C12)NC(=O)NC1=CC=C(C=C1)OC)C(=O)N